5-[4-(cyclopropylamino)-1-piperidyl]-N-(2,8-dimethylimidazo[1,2-b]pyridazin-6-yl)-2-methoxy-quinoline-8-carboxamide C1(CC1)NC1CCN(CC1)C1=C2C=CC(=NC2=C(C=C1)C(=O)NC=1C=C(C=2N(N1)C=C(N2)C)C)OC